PERFLUOROPHENYL 1-(4-BROMO-5-CHLORO-2-METHOXYPHENYL)-2-OXO-1,2-DIHYDROQUINOLINE-6-SULFONATE BrC1=CC(=C(C=C1Cl)N1C(C=CC2=CC(=CC=C12)S(=O)(=O)OC1=C(C(=C(C(=C1F)F)F)F)F)=O)OC